azabicyclo(2.2.2)octane N12CCC(CC1)CC2